N-(3-fluorobenzyl)-2-(2-fluoropyridin-4-yl)acetamide FC=1C=C(CNC(CC2=CC(=NC=C2)F)=O)C=CC1